CON(C(C)=O)C N-meth-oxy-N-methylacetamide